tert-butyl (S)-2-(3-(4-(4-methoxyphenethyl)-3-(trifluoromethyl)phenyl)-1,2,4-oxadiazol-5-yl)pyrrolidine-1-carboxylate COC1=CC=C(CCC2=C(C=C(C=C2)C2=NOC(=N2)[C@H]2N(CCC2)C(=O)OC(C)(C)C)C(F)(F)F)C=C1